NC1=NNC=2C1=NC(=CC2)C2=C(C=C(C=C2)S(=O)(=O)NC2CCC(CC2)(C)O)Cl 4-(3-amino-1H-pyrazolo[4,3-b]pyridin-5-yl)-3-chloro-N-(4-hydroxy-4-methylcyclohexyl)benzenesulfonamide